6-bromo-5-(trifluoromethyl)pyridine-2-carboxylic acid BrC1=C(C=CC(=N1)C(=O)O)C(F)(F)F